1-((4-Fluorophenyl)thio)-N,N-dimethylindolizin-3-amine FC1=CC=C(C=C1)SC=1C=C(N2C=CC=CC12)N(C)C